C1(CCC(N1C1=C(C(=O)[O-])C(=CC=N1)NN)=O)=O succinimidyl-4-hydrazinonicotinate